8-fluoro-3-methyl-7-((4-(8-(methylamino)-1,7-naphthyridin-3-yl)-3,6-dihydropyridin-1(2H)-yl)methyl)-1,5-naphthyridin-2(1H)-one FC=1C(=CN=C2C=C(C(NC12)=O)C)CN1CCC(=CC1)C=1C=NC2=C(N=CC=C2C1)NC